C(CCCC[C@@H]1SC[C@@H]2NC(=O)N[C@H]12)(=O)NCCOCCOCC(=O)OC1=CC=C(C=C1)OC 4-methoxyphenyl 2-(2-(2-(D-biotinylamino)ethoxy)ethoxy)acetate